ClC1=C(C(=CC(=C1)F)Cl)NC=1N(C2=NC(=NC=C2N1)N[C@H]1[C@@H](CCCC1)O)C1CCC(CC1)C(=O)N (1S,4s)-4-(8-(2,6-dichloro-4-fluorophenylamino)-2-((1R,2R)-2-hydroxycyclohexylamino)-9H-purin-9-yl)cyclohexanecarboxamide